ClC=1N=CC2=C(N1)N(C(=C2)C(F)(F)F)COCC[Si](C)(C)C 2-chloro-6-(trifluoromethyl)-7-((2-(trimethylsilyl)ethoxy)methyl)-7H-pyrrolo[2,3-d]Pyrimidine